C1(CC1)C1=NC=C(C(=C1)C=1NC2=CC=C(C=C2C1C(C)C)C1CCN(CC1)CC(=O)N(C)C)F 2-(4-(2-(2-cyclopropyl-5-fluoropyridin-4-yl)-3-isopropyl-1H-indol-5-yl)piperidin-1-yl)-N,N-dimethylacetamide